6-bromo-8-fluoro-N-phenyl-[1,2,4]triazolo[4,3-a]pyridin-3-amine BrC=1C=C(C=2N(C1)C(=NN2)NC2=CC=CC=C2)F